1-(4-Isobutylphenyl)-2-bromoethane C(C(C)C)C1=CC=C(C=C1)CCBr